tert-butyl rac-(1S,2S,5R)-2-[rac-(1S)-1-[(7,8-dichloro-4-oxo-3H-pyrido[4,3-d]pyrimidin-5-yl)oxy]ethyl]-3,8-diazabicyclo[3.2.1]octane-8-carboxylate ClC1=C(C=2N=CNC(C2C(=N1)O[C@@H](C)[C@@H]1[C@@H]2CC[C@H](CN1)N2C(=O)OC(C)(C)C)=O)Cl |r|